O=C1NC(CCC1N1C(N(C2=C1C=CC=C2C2CC(C2)COC2CN(C2)C(=O)OCC2=CC=CC=C2)C)=O)=O Benzyl 3-[[3-[1-(2,6-dioxo-3-piperidyl)-3-methyl-2-oxo-benzimidazol-4-yl]cyclobutyl] methoxy]azetidine-1-carboxylate